4-(((6-hydroxy-7-methoxyquinazolin-4-yl)amino)methyl)phenylboronic acid OC=1C=C2C(=NC=NC2=CC1OC)NCC1=CC=C(C=C1)B(O)O